2-methyl-1,4-dibromobenzene CC1=C(C=CC(=C1)Br)Br